5-isobutyl-4-methyl-3-(2-Methyl-4-((2-methyl-1H-imidazol-1-yl)methyl)phenyl)thiophene-2-sulfonamide C(C(C)C)C1=C(C(=C(S1)S(=O)(=O)N)C1=C(C=C(C=C1)CN1C(=NC=C1)C)C)C